C(C)O[La](OCC)OCC triethoxylanthanum (III)